1-(5-bromo-2-hydroxy-3-methyl-phenyl)-3-(dimethylamino)prop-2-en-1-one BrC=1C=C(C(=C(C1)C(C=CN(C)C)=O)O)C